2-((1H-pyrrolo[2,3-b]pyridin-5-yl)oxy)-4-(piperazin-1-yl)benzoic acid methyl ester COC(C1=C(C=C(C=C1)N1CCNCC1)OC=1C=C2C(=NC1)NC=C2)=O